C12(CC3CC(CC(C1)C3)C2)NCCCC(=O)NC2=CC=C(C=C2)N2C(NC(CC2)=O)=O 4-((adamantan-1-yl)amino)-N-(4-(2,4-dioxotetrahydropyrimidin-1(2H)-yl)phenyl)butanamide